ClC=1C(=C(NC)C=C(C1)C)[N+](=O)[O-] 3-chloro-N,5-dimethyl-2-nitroaniline